4-(6-fluoropyrazolo[1,5-a]pyridin-3-yl)-7-[[5-(4-hydroxy-1-piperidyl)-2-pyridyl]amino]isoindolin-1-one FC=1C=CC=2N(C1)N=CC2C2=C1CNC(C1=C(C=C2)NC2=NC=C(C=C2)N2CCC(CC2)O)=O